C(CCN1C(=NC2=C1C=CC(=C2)C(N)=O)C=2C1=C(SC2C(=O)O)C=CC=C1Cl)N1C(=NC2=C1C=CC(=C2)C(N)=O)C=2C1=C(SC2C(=O)O)C=CC=C1Cl 3,3'-(propane-1,3-diylbis(5-carbamoyl-1H-benzo[d]imidazole-1,2-diyl))bis(4-chlorobenzo[b]thiophene-2-carboxylic acid)